dithiobenzoic acid sodium salt [Na+].C(C1=CC=CC=C1)(=S)[S-]